(R)-5-ethyl-3-(trifluoromethyl)-5a,6,8,9-tetrahydropyrido[3',2':4,5]imidazo[1,2-a]pyrazin C(C)N1C2=C(N3[C@@H]1CNCC3)N=CC(=C2)C(F)(F)F